(S)-5-amino-3-(7-((5-fluoro-2-methoxybenzamido)methyl)-1H-indol-4-yl)-1-(1-hydroxypropan-2-yl)-1H-pyrazole-4-carboxamide NC1=C(C(=NN1[C@H](CO)C)C1=C2C=CNC2=C(C=C1)CNC(C1=C(C=CC(=C1)F)OC)=O)C(=O)N